C(C)C=1NC(=C(N1)C1=CC(=C(C=C1)F)C)C=1C=CC=2N(C1)C=CN2 6-(2-Ethyl-4-(4-fluoro-3-methylphenyl)-1H-imidazol-5-yl)imidazo[1,2-a]pyridine